ClC1=C(C=CC=C1)C1=NOC(=C1)CNC(=O)C=1N=NN(C1)C=1C(=NC(=CC1)C)C N-{[3-(2-chlorophenyl)-1,2-oxazol-5-yl]methyl}-1-(2,6-dimethylpyridin-3-yl)-1H-1,2,3-triazole-4-carboxamide